9-(1-((6-chloro-3'-fluoro-[2,4'-bipyridin]-3-yl)amino)ethyl)-4,7-dimethyl-3-(2-(4-methylpiperazin-1-yl)ethyl)-3,4-dihydro-5H-pyrazolo[3,4-c]isoquinolin-5-one ClC1=CC=C(C(=N1)C1=C(C=NC=C1)F)NC(C)C=1C=2C3=C(N(C(C2C=C(C1)C)=O)C)N(N=C3)CCN3CCN(CC3)C